C(C)N(C(C1=C(C=CC(=C1)F)OC1=C(N=CN=N1)N1CC2(CN(C2)C(C(C)C)CCCO)CC1)=O)C(C)C N-ethyl-5-fluoro-2-((5-(2-(6-hydroxy-2-methylhexan-3-yl)-2,6-diazaspiro[3.4]oct-6-yl)-1,2,4-triazin-6-yl)oxy)-N-isopropylbenzamide